C(C)(C)(C)OC(=O)N1CC(CCC1)COC1=CC2=CC=CC=C2C=C1C(CC#N)=O 3-((3-(2-cyanoacetyl)naphthalen-2-yloxy)methyl)piperidine-1-carboxylic acid tert-butyl ester